2-Acetyl-1-hydroxy-5-(2-methylpyridin-3-yl)-7-(trifluoromethyl)imidazo[1,2-a]quinoxalin-4(5H)-one C(C)(=O)C=1N=C2N(C3=CC=C(C=C3N(C2=O)C=2C(=NC=CC2)C)C(F)(F)F)C1O